Stearylbenzyldimethyl-ammonium chloride [Cl-].C(CCCCCCCCCCCCCCCCC)[N+](C)(C)CC1=CC=CC=C1